FC1=CC2=C(NCC(CC2)NC(OC(C)(C)C)=O)C=C1 tert-butyl (7-fluoro-2,3,4,5-tetrahydro-1H-benzo[b]azepine-3-yl)carbamate